C(C)(C)(C)NC(CN1CCC2(C[C@@H]2NC(C2=CC(=CC(=C2)F)Cl)=O)CC1)=O (S)-N-(6-(2-(tert-butylamino)-2-oxoethyl)-6-azaspiro[2.5]oct-1-yl)-3-chloro-5-fluorobenzamide